N1CCNCC2=C1C=C(C=C2)C(=O)N tetrahydro-1H-1,4-benzodiazepine-8-carboxamide